C1(=CC=C(C=C1)N(C1=CC=C(C=C1)C1=CC=C(C=C1)N1C2=CC=CC=C2C=2C=CC=CC12)C1=CC=C(C=C1)C1=CC=CC=C1)C1=CC=CC=C1 N,N-di[1,1'-biphenyl]-4-yl-4'-9H-carbazol-9-yl-[1,1'-biphenyl]-4-amine